N-Fmoc-N'-Boc-alpha-methyl-L-lysine C(=O)(OCC1C2=CC=CC=C2C2=CC=CC=C12)N[C@@](CCCCNC(=O)OC(C)(C)C)(C(=O)O)C